CC=1C(OC2=CC(=CC=C2C1)Br)=O 3-methyl-7-bromocoumarin